C(C)(=O)N1CC2(CN(C2)CC2=C(C=C(C=C2)C2=NC=CC(=C2Cl)C=2C(=C(C=CC2)NC(=O)C=2N(C3=C(CNCC3)N2)C)Cl)OC)C1 N-(3-(2-(4-((6-Acetyl-2,6-diazaspiro[3.3]heptan-2-yl)methyl)-3-methoxyphenyl)-3-chloropyridin-4-yl)-2-chlorophenyl)-1-methyl-4,5,6,7-tetrahydro-1H-imidazo[4,5-c]pyridine-2-carboxamide